2-((4-(((S)-2-hydroxy-1-phenylethyl)amino)-5-(3-(quinuclidin-4-yl)-1,2,4-oxadiazol-5-yl)pyrimidin-2-yl)amino)-7,10,11,11a-tetrahydro-5H-azepino[2,1-a]isoindol-5-one OC[C@H](C1=CC=CC=C1)NC1=NC(=NC=C1C1=NC(=NO1)C12CCN(CC1)CC2)NC=2C=CC=1C(N3C(C1C2)CCC=CC3)=O